C(OC(=C)C)(OC1=C(CCCC1(C)C)C)=O prop-1-en-2-yl (2,6,6-trimethylcyclohexen-1-yl) carbonate